2-Fluoro-N-(7-fluoro-6-(2-fluoro-6-methylphenyl)imidazo[1,2-a]pyridin-2-yl)cyclopropane-1-carboxamide FC1C(C1)C(=O)NC=1N=C2N(C=C(C(=C2)F)C2=C(C=CC=C2C)F)C1